ethyl 2-bromo-2-(4-fluoro-3-methyl-2-((1r,4r)-4-(1-methylcyclopropoxy)cyclohexyl)phenyl)acetate BrC(C(=O)OCC)C1=C(C(=C(C=C1)F)C)C1CCC(CC1)OC1(CC1)C